NC1CCN(CC1)C1=C(C=NC2=CC=C(C=C12)C1=C(C(=CC=C1)Cl)O)C1=CC(=CC(=C1)F)F 2-[4-(4-Aminopiperidin-1-yl)-3-(3,5-difluorophenyl)chinolin-6-yl]-6-chlorophenol